(2S,4S)-4-(4-(3-amino-1H-indazol-6-yl)-1H-1,2,3-triazol-1-yl)-N-(2,4-dichlorophenyl)pyrrolidine-2-carboxamide NC1=NNC2=CC(=CC=C12)C=1N=NN(C1)[C@H]1C[C@H](NC1)C(=O)NC1=C(C=C(C=C1)Cl)Cl